1-(6-(4-(3-chloro-4-(2-chloro-3-(6-methoxy-5-(((tetrahydro-2H-pyran-4-yl)amino)methyl)pyridin-2-yl)phenyl)pyridin-2-yl)-2-methoxybenzyl)-2,6-diazaspiro[3.3]heptan-2-yl)ethan-1-one ClC=1C(=NC=CC1C1=C(C(=CC=C1)C1=NC(=C(C=C1)CNC1CCOCC1)OC)Cl)C1=CC(=C(CN2CC3(CN(C3)C(C)=O)C2)C=C1)OC